BrC=1C=C2C(=C(C=NC2=CC1)Cl)Cl 6-bromo-3,4-dichloro-quinoline